2-((R)-1-(4-((2R,4s,6S)-2-cyano-7-((5-methoxy-7-methyl-1H-indol-4-yl)methyl)-7-azaspiro[3.5]nonan-6-yl)benzoyl)pyrrolidin-3-yl)acetic acid C(#N)C1CC2(C1)C[C@H](N(CC2)CC2=C1C=CNC1=C(C=C2OC)C)C2=CC=C(C(=O)N1C[C@H](CC1)CC(=O)O)C=C2